OCCN1N=CC=C1I 1-(2-hydroxyethyl)-5-iodo-1H-pyrazole